3-(2,3,6-trifluorophenoxy)azetidine-1-carboxylic acid tert-butyl ester C(C)(C)(C)OC(=O)N1CC(C1)OC1=C(C(=CC=C1F)F)F